CN(C1=NC=CC(=C1)N1CC=2C=NC=C(C2C1=O)NC1=NC=C(C=C1)N1CCN(CC1)C)C (2-(dimethylamino)pyridin-4-yl)-7-((5-(4-methylpiperazin-1-yl)pyridin-2-yl)amino)-2,3-dihydro-1H-pyrrolo[3,4-c]pyridin-1-one